O1CC(C1)C(C1COC1)[SiH](OC(C)C)C1=CC=CC=C1 di(oxetan-3-yl)methylphenyl-isopropyloxysilane